(S)-2-(3-(1-(5,6-diphenylpyrazin-2-yl)-pyrrolidin-2-yl)propoxy)acetic acid C1(=CC=CC=C1)C=1N=CC(=NC1C1=CC=CC=C1)N1[C@@H](CCC1)CCCOCC(=O)O